1-allyl-6,7-dichloro-3-(piperidin-3-ylmethyl)-1,3,4,9-tetrahydro-[1,2,6]thiadiazino[4,3-g]indole 2,2-dioxide TFA salt OC(=O)C(F)(F)F.C(C=C)N1S(N(CC=2C=C(C=3C(=CNC3C21)Cl)Cl)CC2CNCCC2)(=O)=O